((1r,4r)-4-(5-bromo-6-cyclopropoxy-2H-indazol-2-yl)cyclohexyl)methanol BrC1=CC2=CN(N=C2C=C1OC1CC1)C1CCC(CC1)CO